citric acid tristearate C(CCCCCCCCCCCCCCCCC)(=O)O.C(CCCCCCCCCCCCCCCCC)(=O)O.C(CCCCCCCCCCCCCCCCC)(=O)O.C(CC(O)(C(=O)O)CC(=O)O)(=O)O